(±)-4-(3-chloro-4-fluorophenyl)-2-(4-nitrophenoxy)-1,3,2-dioxaphosphinane 2-oxide ClC=1C=C(C=CC1F)C1OP(OCC1)(OC1=CC=C(C=C1)[N+](=O)[O-])=O